d-glycero-d-guloheptonic acid O=C([C@H](O)[C@H](O)[C@@H](O)[C@H](O)[C@H](O)CO)O